CC1(N(CCC1)CCNC(=O)C=1C=C(C(=NC1)C)NC(=O)C=1C=NN2C1C(=NC(=C2)C=2C=NN(C2)C)OC)C N-(5-((2-(2,2-dimethylpyrrolidin-1-yl)ethyl)carbamoyl)-2-methylpyridin-3-yl)-4-methoxy-6-(1-methyl-1H-pyrazol-4-yl)pyrazolo[1,5-a]pyrazine-3-carboxamide